8-bromo-2,4-dichloro-6-(trifluoromethyl)quinazoline cyclopentoxyethyl-α-methallyloxymethylacrylate C1(CCCC1)OCCOC(C(=C)COCC(C)=C)=O.BrC=1C=C(C=C2C(=NC(=NC12)Cl)Cl)C(F)(F)F